cyclobutanone C1(CCC1)=O